C(C)(C)(C)C1=CC=C(C=C1)C=CC#N 3-(4-tertiary butylphenyl)propenenitrile